C(C=C)NC=1C=NC=C(C1C)CC1=C(C(=NC=C1)Cl)F N-allyl-5-[(2-chloro-3-fluoro-4-pyridyl)methyl]-4-methyl-pyridin-3-amine